[Na].O1CCOC2=NC(=CC=C21)C(C)O (2,3-dihydro-[1,4]dioxino[2,3-b]pyridin-6-yl)ethan-1-ol sodium